N-(6-((5-bromo-2-((4-(4-(3-(dimethylamino)azetidin-1-yl)piperidin-1-yl)-5-ethyl-2-methoxyphenyl)amino)pyrimidin-4-yl)amino)quinoxalin-5-yl)methanesulfonamide BrC=1C(=NC(=NC1)NC1=C(C=C(C(=C1)CC)N1CCC(CC1)N1CC(C1)N(C)C)OC)NC=1C(=C2N=CC=NC2=CC1)NS(=O)(=O)C